titanium diisopropanol bis(ethylacetoacetate) C(C)CC(CC(=O)[O-])=O.C(C)CC(CC(=O)[O-])=O.C(C)(C)O.C(C)(C)O.[Ti+2]